BrC1=CC=C(C=C1)[C@H](C)NC=1C2=C(N=C(N1)N)OC(=C2)C N4-[(1S)-1-(4-bromophenyl)ethyl]-6-methyl-furo[2,3-d]pyrimidine-2,4-diamine